C(C)OC(=O)C1=NN(C=C1\C=C\OCC)CC1=C(C=CC=C1)F (E)-4-(2-ethoxyvinyl)-1-(2-fluorobenzyl)-1H-pyrazole-3-carboxylic acid ethyl ester